2-(ethoxy(2-fluorophenyl)methyl)-6,6-dimethyl-1-phenyl-1,5,6,7-tetrahydro-4H-indol-4-one C(C)OC(C=1N(C=2CC(CC(C2C1)=O)(C)C)C1=CC=CC=C1)C1=C(C=CC=C1)F